N-secbutyl-glycine C(C)(CC)NCC(=O)O